5'-((4-((benzyloxy)methyl)phenyl)carbamoyl)-6-methyl-[3,3'-bipyridine]-5-carboxylic acid C(C1=CC=CC=C1)OCC1=CC=C(C=C1)NC(=O)C=1C=C(C=NC1)C=1C=NC(=C(C1)C(=O)O)C